para-naphthoquinone C1=CC=C2C(=O)C=CC(=O)C2=C1